2-((S)-1-cyclopropylethyl)-7-((3-hydroxypyrrolidin-1-yl)sulfonyl)-5-(4-methyl-2-((6-(2-oxopyrrolidin-1-yl)pyridin-2-yl)amino)thiazol-5-yl)isoindolin-1-one C1(CC1)[C@H](C)N1C(C2=C(C=C(C=C2C1)C1=C(N=C(S1)NC1=NC(=CC=C1)N1C(CCC1)=O)C)S(=O)(=O)N1CC(CC1)O)=O